(phenylmethyl)oxirane C1(=CC=CC=C1)CC1OC1